C(C)(C)(C)OC(NC(CNC1=NC=NC(=C1I)Cl)C)=O (1-((6-chloro-5-iodopyrimidin-4-yl)amino)propan-2-yl)carbamic acid tert-butyl ester